(1E)-1-(2,6,6-trimethylcyclohex-2-en-1-yl)pent-1-en-3-one CC=1C(C(CCC1)(C)C)\C=C\C(CC)=O